C(C)(=O)N1CCC2(CC1)C(NC1=CC=C(C=C12)C1=CC=C(C=C1)S(=O)(=O)N1CCC(CC1)NC1=NC=C(C=C1)C(F)(F)F)=O 1'-acetyl-5-(4-((4-((5-(trifluoromethyl)pyridin-2-yl)amino)piperidin-1-yl)sulfonyl)phenyl)spiro[indoline-3,4'-piperidin]-2-one